methyl 8-(1-(tert-butoxycarbonyl) azetidin-3-yl)-2-(4-phenoxyphenyl)-5,6,7,8-tetrahydroimidazo[1,2-b]pyridazine-3-carboxylate C(C)(C)(C)OC(=O)N1CC(C1)C1C=2N(NCC1)C(=C(N2)C2=CC=C(C=C2)OC2=CC=CC=C2)C(=O)OC